CC1C2(O1)C1C3CC=C(CC3C(C2)C1)C 3',4-dimethyl-tricyclo[6.2.1.0(2,7)]Undec-4-en-9-spiro-2'-oxirane